N-[4-[(6,7-dimethoxy-1,5-naphthyridin-4-yl)oxy]-3-fluorophenyl]-5-(4-fluorophenyl)-4-hydroxypyridine-3-carboxamide COC=1N=C2C(=CC=NC2=CC1OC)OC1=C(C=C(C=C1)NC(=O)C=1C=NC=C(C1O)C1=CC=C(C=C1)F)F